N1=C(N=CC=C1)CCCO 3-(pyrimidin-2-yl)propan-1-ol